C1(CC1)C=1C(=C2C(C(N(C2=C(C1)F)CC(=O)NC[C@@H]([C@@H](C(=O)O)C)C)=O)(C)C)F (2S,3R)-4-(2-(5-cyclopropyl-4,7-difluoro-3,3-dimethyl-2-oxoindolin-1-yl)acetamido)-2,3-dimethylbutanoic acid